C1(=CC=CC=C1)C#CC1=CC=C(OC2=C(N=NN2)C(=O)O)C=C1 5-(4-(2-phenylethynyl)phenoxy)-1H-1,2,3-triazole-4-carboxylic acid